1-(4-allyl-2-(1H-benzimidazol-5-yl)phenyl)ethane-1-ol C(C=C)C1=CC(=C(C=C1)C(C)O)C1=CC2=C(NC=N2)C=C1